(1R,3R)-2-(cyclobutylmethyl)-1-(2,6-difluoro-4-(2-(3-(fluoromethyl)azetidin-1-yl)ethoxy)phenyl)-3-methyl-2,3,4,9-tetrahydro-1H-pyrido[3,4-b]indole C1(CCC1)CN1[C@@H](C=2NC3=CC=CC=C3C2C[C@H]1C)C1=C(C=C(C=C1F)OCCN1CC(C1)CF)F